5-[6-(5-chloro-2-fluorophenyl)-2H,3H,4H-pyrido[3,2-b][1,4]oxazin-8-yl]-N-[2-(morpholin-4-yl)ethyl]pyridine-3-carboxamide ClC=1C=CC(=C(C1)C=1C=C(C=2OCCNC2N1)C=1C=C(C=NC1)C(=O)NCCN1CCOCC1)F